1-(4-bromobenzyl)-4,4-dimethylpiperidine BrC1=CC=C(CN2CCC(CC2)(C)C)C=C1